OC1=C(C2=CC=CC=[N+]2C=C1)C=CC1=CC=CC=C1 Hydroxystyryl-Quinolizinium